N-((S)-4-morpholino-1,4-dioxo-1-(((R)-4-phenyl-1-(4,4,5,5-tetramethyl-1,3,2-dioxaborolan-2-yl)butyl)amino)butan-2-yl)pyrazine-2-carboxamide O1CCN(CC1)C(C[C@@H](C(N[C@@H](CCCC1=CC=CC=C1)B1OC(C(O1)(C)C)(C)C)=O)NC(=O)C1=NC=CN=C1)=O